ClC=1C=CC=C2C=C(NC12)C(=O)N1[C@H]2CC([C@@H]([C@@H]1C(=O)N[C@@H](C[C@@H]1C(NCC1)=O)\C=C(\S(=O)(=O)C)/F)CC2)(F)F (1R,3R,4R)-2-(7-chloro-1H-indole-2-carbonyl)-5,5-difluoro-N-((S,E)-4-fluoro-4-(methylsulfonyl)-1-((R)-2-oxopyrrolidin-3-yl)but-3-en-2-yl)-2-azabicyclo[2.2.2]octane-3-carboxamide